[K+].P(=O)(OCCCCCCCCCCCCCCCCCC)([O-])[O-].[K+] stearyl phosphate potassium salt